2-butyl-octanoic acid magnesium salt [Mg+2].C(CCC)C(C(=O)[O-])CCCCCC.C(CCC)C(C(=O)[O-])CCCCCC